ClC1=C(C=C2C=C(N=CC2=C1)NC(=O)[C@@H]1CC(OCC1)(C)C)C1CCN(CC1)[C@@]1(COC[C@@H]1O)C (S)-N-(7-chloro-6-(1-((3R,4R)-4-hydroxy-3-methyltetrahydrofuran-3-yl)piperidin-4-yl)isoquinolin-3-yl)-2,2-dimethyltetrahydro-2H-pyran-4-carboxamide